butyl N-[(3R)-pyrrolidin-3-yl]carbamate N1C[C@@H](CC1)NC(OCCCC)=O